C(=O)(O)C(N)CC1=CNC2=CC=CC=C12 α-carboxy-tryptamine